C(N)(=O)C1=CC=CC=2NC(=NC21)C2=CC(=C(C=C2)NC=2N=CC1=C(N2)N(C(=C1)C(=O)N(C)C)C1CCCC1)C 2-((4-(4-carbamoyl-1H-benzo[d]imidazol-2-yl)-2-methylphenyl)amino)-7-cyclopentyl-N,N-dimethyl-7H-pyrrolo[2,3-d]pyrimidine-6-carboxamide